docosa-4,13-dienamide C(CCC=CCCCCCCCC=CCCCCCCCC)(=O)N